9-(benzyloxy)-5-(4-fluorophenyl)-4,4-dimethyl-2',3',4,5,5',6'-hexahydro-3H-spiro[pyrano[4,3-b]indole-1,4'-thiopyran] C(C1=CC=CC=C1)OC=1C=2C3=C(N(C2C=CC1)C1=CC=C(C=C1)F)C(COC31CCSCC1)(C)C